C[C@@H](CCC=O)CCC[C@@H](CC)C (4R,8R)-4,8-dimethyldecanal